N-(3-chlorophenyl)-2-((2-acetamidophenyl)amino)acetamide Sodium [Na].ClC=1C=C(C=CC1)NC(CNC1=C(C=CC=C1)NC(C)=O)=O